3,7-diamino-1-vinyl-10H-acridophosphin-10-one 5-oxide NC=1C=C(C=2C(C3=CC=C(C=C3P(C2C1)=O)N)=O)C=C